C(C)OC(CC1=C(C(NC12CCC(CC2)OC)=O)C2=C(C=CC(=C2)C)C)=O 3-(2,5-dimethylphenyl)-8-methoxy-2-oxo-1-azaspiro[4.5]dec-3-en-4-ylacetic acid ethyl ester